[Pd+2].S1C(SC(=C1S)S)=S.S1C(SC(=C1S)S)=S bis(1,3-dithiol-2-thione-4,5-dithiol) palladium (II)